FC1=CC=C(OC2=CC=C(C=N2)CN2C(C(=C(CC2)O)C(=O)NCC(=O)O)=O)C=C1 N-[(1-{[6-(4-fluorophenoxy)-3-pyridinyl]methyl}-4-hydroxy-2-oxo-1,2,5,6-tetrahydro-3-pyridinyl)carbonyl]glycine